(7-(2-chloro-4-nitrophenyl)-7-azaspiro[3.5]nonan-2-yl)carbamate ClC1=C(C=CC(=C1)[N+](=O)[O-])N1CCC2(CC(C2)NC([O-])=O)CC1